O=C1N(C(C2(C3=CC(=CC=C13)C(F)(F)F)CC2)=O)CC(=O)OC methyl 2-(1',3'-dioxo-6'-(trifluoromethyl)-1'H-spiro[cyclopropane-1,4'-isoquinolin]-2'(3'H)-yl)acetate